COC1=C(C=C(N=C2CCCC3=CC=C(C=C23)OC(COC)C2=CC=CC=C2)C=C1C)C 4-methoxy-N-(7-(2-methoxy-1-phenylethoxy)-3,4-dihydro-naphthalen-1(2H)-ylidene)-3,5-dimethylaniline